2-(3,3-dimethylbut-1-en-2-yl)-4,4,5,5-tetramethyl-1,3,2-dioxaborolan CC(C(=C)B1OC(C(O1)(C)C)(C)C)(C)C